1-(2,6-dichlorophenyl)-5-(2,3-dihydroxypropoxy)-7-ethyl-2-methyl-1,6-naphthyridine ClC1=C(C(=CC=C1)Cl)N1C(C=CC2=C(N=C(C=C12)CC)OCC(CO)O)C